N[C@H](C)C1=CC=C2C(=N1)N(C(=C2)C2=NC1=C(N2C)C(=CC(=C1)C(=O)OC(C)C)OC)CC1CC1 isopropyl 2-[6-[(1R)-1-aminoethyl]-1-(cyclopropylmethyl)pyrrolo[2,3-b]pyridin-2-yl]-7-methoxy-1-methyl-benzimidazole-5-carboxylate